3-amino-2-chloro-N-(1-methyltetrazol-5-yl)-4-(1,1,2,2-tetrafluoroethoxy)benzamide NC=1C(=C(C(=O)NC2=NN=NN2C)C=CC1OC(C(F)F)(F)F)Cl